(cis)-Allyl 3-((6,6-difluoro-2-methylhexahydropyrrolo[3,2-c]pyrazol-1(2H)-yl)methyl)-1-methylcyclobutanecarboxylate FC1(CN[C@@H]2[C@H]1N(N(C2)C)CC2CC(C2)(C(=O)OCC=C)C)F